2-(2,3-dihydroxypropylthio)ethylamine p-toluenesulfonate CC1=CC=C(C=C1)S(=O)(=O)O.OC(CSCCN)CO